C(CC)C(CCCC(=O)[O-])OCOCCNCCOCOC(CCCC(=O)[O-])CCC 5,17-dipropyl-6,8,14,16-tetraoxa-11-azahenicosandioate